C(C)(C)OC([C@H](CC1=CC(=CC=C1)S(=O)(=O)C)NC(=O)C1=C(C2=C(C(=NS2)NCC2=COC=C2)C=C1Cl)Cl)=O (s)-2-(5,7-dichloro-3-((3-furylmethyl)amino)benzisothiazole-6-carboxamido)-3-(3-(methylsulfonyl)phenyl)propanoic acid isopropyl ester